((6S)-6-hydroxy-1,4-diazabicyclo[3.2.2]nonan-4-yl)(1-(4-methoxyphenyl)-1,4,6,7-tetrahydropyrano[4,3-c]pyrazol-3-yl)methanone O[C@@H]1C2N(CCN(C1)CC2)C(=O)C=2C1=C(N(N2)C2=CC=C(C=C2)OC)CCOC1